(R)-(5-fluoro-2-(2-methoxy-7-methylquinoxalin-5-yl)-7,8-dihydrobenzofuro[5,4-d]thiazol-7-yl)methyl (4-(morpholine-4-carbonyl)phenyl)carbamate N1(CCOCC1)C(=O)C1=CC=C(C=C1)NC(OC[C@@H]1OC2=C(C1)C1=C(N=C(S1)C1=C3N=CC(=NC3=CC(=C1)C)OC)C=C2F)=O